C(C)(C)(C)OC(=O)N1CCC(CC1)C1=CN=C(S1)N 4-(2-amino-1,3-thiazol-5-yl)piperidine-1-carboxylic acid tert-butyl ester